N-[4-chloro-2-[[(1S)-3-(methylamino)-1-[[(3S,5R)-5-methyl-2-oxo-pyrrolidin-3-yl]methyl]-2,3-dioxo-propyl]carbamoyl]phenyl]-2-(trifluoromethyl)pyridine-4-carboxamide ClC1=CC(=C(C=C1)NC(=O)C1=CC(=NC=C1)C(F)(F)F)C(N[C@H](C(C(=O)NC)=O)C[C@H]1C(N[C@@H](C1)C)=O)=O